ClC1=CC=C(C(=C1C1CC(=NO1)C=1N=C(SC1)C1CCN(CC1)C(COC1=NC=CC(=N1)C#N)=O)F)F 2-(2-(4-(4-(5-(6-chloro-2,3-difluorophenyl)-4,5-dihydroisoxazol-3-yl)thiazol-2-yl)piperidin-1-yl)-2-oxoethoxy)pyrimidine-4-carbonitrile